4-{5-[(4-Fluorophenyl)methoxy]-1-(3-hydroxy-2,2-dimethylpropanoyl)-4-methyl-1H-pyrazol-3-yl}-1-methansulfonyl-5-methylpiperidin-3-on FC1=CC=C(C=C1)COC1=C(C(=NN1C(C(CO)(C)C)=O)C1C(CN(CC1C)S(=O)(=O)C)=O)C